NC1=CC(=C(C(=N1)C=1C(=C2C=3C(=NC=NC3C1)N(CCO2)CCN2C(C=CC=C2)=O)Cl)C(F)(F)F)C 1-(2-(9-(6-amino-4-methyl-3-(trifluoromethyl)pyridin-2-yl)-8-chloro-5,6-dihydro-[1,4]oxazepino[5,6,7-de]quinazolin-4-yl)ethyl)pyridin-2(1H)-one